diphenyl-methylene(cyclopentadiene) C1(=CC=CC=C1)C(=C1C=CC=C1)C1=CC=CC=C1